p-methylbenzhydrylamine CC1=CC=C(C(C2=CC=CC=C2)N)C=C1